C(C)[C@@H]1N(C[C@@H](N(C[C@@H](N(C1)CC(=O)O)CC)CC(=O)O)CC)CC(=O)O 2,2',2''-((2S,5S,8S)-2,5,8-triethyl-1,4,7-triazonane-1,4,7-triyl)triacetic acid